C(C)OC=1C=C(CCN)C=C(C1OC)OCC 3,5-diethoxy-4-methoxy-phenethylamine